1,6-dimethylolcyclohexane C(O)C1CCCCC1CO